OCC=1C=NC2=NC(=CC=C2C1NC=1C=C2CCN=CC2=CC1)OC 6-((3-(hydroxymethyl)-7-methoxy-1,8-naphthyridin-4-yl)amino)-3,4-dihydroisoquinoline